OB1OCC2=C1C=C(C=C2)C(=O)N(CC(=O)O)[C@@H]2[C@@H](CCCC2)NC(=O)C=2C=CC1=C(B(OC1)O)C2 N-(1-hydroxy-1,3-dihydrobenzo[c][1,2]oxaborole-6-carbonyl)-N-((1S,2R)-2-(1-hydroxy-1,3-dihydrobenzo[c][1,2]oxaborole-6-carboxamido)cyclohexyl)glycine